3-methyl-2-(3-nitrophenyl)imidazo[1,2-a]pyridine hydrobromide salt Br.CC1=C(N=C2N1C=CC=C2)C2=CC(=CC=C2)[N+](=O)[O-]